(3S,4S)-8-(6-((2-chloro-3-(pyrimidine-4-yl)phenyl)mercapto)pteridine-2-yl)-3-methyl-2-oxa-8-azaspiro[4.5]decane-4-amine ClC1=C(C=CC=C1C1=NC=NC=C1)SC=1N=C2C=NC(=NC2=NC1)N1CCC2([C@@H]([C@@H](OC2)C)N)CC1